COC=1C=C2[C@]3(C(NC2=CC1)=O)[C@@H](C3)C3=CC=C1C(=NNC1=C3)NC=3C=C1CN(C(C1=CC3OC)=O)C (1r,2s)-5'-methoxy-2-{3-[(6-methoxy-2-methyl-1-oxo-2,3-dihydro-1H-isoindol-5-yl)amino]-1H-indazol-6-yl}spiro[cyclopropan-1,3'-indol]-2'(1'H)-one